C(C=C)OC(=O)NCCCCC(NC([C@@H](NC(C(CC1C2=CC=CC=C2C=2C=CC=CC12)=O)=O)C(C)C)=O)C(NCC(CC(=O)O)=O)=O (5S)-8-(4-(((allyloxy)carbonyl)amino)butyl)-1-(9H-fluoren-9-yl)-5-isopropyl-3,6,9-trioxo-2,12-dioxo-4,7,10-triazatetradecane-14-oic acid